1-[(α-L-fucopyranosyl) oxy]-13-({2-[(α-L-fucopyranosyl)oxy]ethyl}carbamoyl)-3,6,9,12,18-pentaazatetracosan-24-oate [C@@H]1([C@@H](O)[C@H](O)[C@H](O)[C@@H](O1)C)OCCNCCNCCNCCNC(CCCCNCCCCCC(=O)[O-])C(NCCO[C@H]1[C@@H](O)[C@H](O)[C@H](O)[C@@H](O1)C)=O